C(CCCCCCC)OC(C1=CC(C(=O)O)=CC=C1)=O.C(C1=CC(C(=O)O)=CC=C1)(=O)OCCCCCCCCC n-nonyl isophthalate (n-octyl)isophthalate